1-carboxyl-(isobutyl-carbon) C(=O)(O)C(C(C)C)[C]